propyl alcoholate C(CC)[O-]